S1SC(C2=C1CCCC2)=S 4,5,6,7-tetrahydro-benzo[1,2]dithiole-3-thione